cysteine ammonia salt N.N[C@@H](CS)C(=O)O